C(C)[C@@H]1N(C[C@@H](N(C1)C1=CC(N(C=2C=CC(=NC12)C#N)C)=O)C)C(CC)C1=CC=C(C=C1)OC(C)C |&1:2| 8-((2S,SR)-5-ethyl-4-(1-(4-isopropoxyphenyl)propyl)-2-methylpiperazin-1-yl)-5-methyl-6-oxo-5,6-dihydro-1,5-naphthyridine-2-carbonitrile